2-(tert-butylamino)-1-acetoxyethyl-2-acetoxymethyl-3-acetoxypyridine hydrochloride Cl.C(C)(C)(C)NCC(OC(C)=O)C1=C(C(=NC=C1)COC(C)=O)OC(C)=O